C(C)(C)(C)OC(=O)C1=C(C(=CC(O1)=O)C1=CC=CC=C1)C1=C(C=NC=C1[N+](=O)[O-])Br 5-(3-bromo-5-nitropyridin-4-yl)-2-oxo-4-phenyl-2H-pyran-6-carboxylic acid tert-butyl ester